8-nitro-2,3,4,5-tetrahydro-1,2,5-benzothiadiazepine 1,1-dioxide [N+](=O)([O-])C1=CC2=C(NCCNS2(=O)=O)C=C1